N,N-dimethyl-ethyl-amine CN(C)CC